3-(1-oxo-5-((4-(5-phenylpyrazine-2-carbonyl)piperazin-1-yl)methyl)isoindolin-2-yl)piperidine-2,6-dione O=C1N(CC2=CC(=CC=C12)CN1CCN(CC1)C(=O)C1=NC=C(N=C1)C1=CC=CC=C1)C1C(NC(CC1)=O)=O